FC=1C=CC=C2CC[C@H](C12)NC(=O)C1=CC2=C(N=C(S2)N2CCNCC2)C=C1 (R)-N-(7-fluoro-2,3-dihydro-1H-inden-1-yl)-2-(piperazin-1-yl)benzo[d]thiazole-6-carboxamide